O1CCN(CC1)C1=CC=C(C=C1)NC1=NC=C(C(=N1)N1OCCC1C1=CC=CC=C1)C(F)(F)F N-(4-morpholinophenyl)-4-(3-phenylisooxazolidin-2-yl)-5-(trifluoromethyl)pyrimidin-2-amine